FC1(C=C1C1=CC=C(C=C1)OC)F 1-(3,3-difluorocycloprop-1-en-1-yl)-4-methoxybenzene